N=1N=CN(C1)CCOC=1C=CC(=C2C=C(N=CC12)NC1=NC(=NC=C1)N1C2C(CC1)COC2)C(C)C 8-(2-(4H-1,2,4-triazol-4-yl)ethoxy)-N-(2-(hexahydro-1H-furo[3,4-b]pyrrol-1-yl)pyrimidin-4-yl)-5-isopropylisoquinolin-3-amine